C1=C(C=CC2=CC(=CC=C12)N)N 2,6-Naphthalenediamine